C(C1=CC=CC=C1)OC1=NC(=CC=C1N1C(N(C2=C1C=CC(=C2)N2CCC(CC2)(O)CC(=O)OC(C)(C)C)C)=O)OCC2=CC=CC=C2 tert-butyl 2-[1-[1-(2,6-dibenzyloxy-3-pyridyl)-3-methyl-2-oxo-benzimidazol-5-yl]-4-hydroxy-4-piperidyl]acetate